2'',4'''-dibromo-N,3''-diphenyl-[1,1':2',1'':2'',1'''-quaterphenyl]-2-amine BrC1(C(=CC=CC1C1=CC=CC=C1)C=1C(=CC=CC1)C=1C(=CC=CC1)NC1=CC=CC=C1)C1=CC=C(C=C1)Br